ClC1=C(C=C(C(=C1)C(F)(F)F)F)NC(CN1C=2N(C(C=C1CC)=O)N=C(N2)C=2CCOCC2)=O N-[2-chloro-5-fluoro-4-(trifluoromethyl)phenyl]-2-[2-(3,6-dihydro-2H-pyran-4-yl)-5-ethyl-7-oxo[1,2,4]triazolo[1,5-a]pyrimidin-4-yl]acetamide